C(C)(C)(C)N=[Ta]N(C)C t-butylimino(dimethylamino)tantalum